NC1=C(C=C(C(=O)OC)C=C1)OCCC1=CC=C(C=C1)O[Si](C(C)C)(C(C)C)C(C)C Methyl 4-amino-3-(4-(triisopropylsiloxy)-phenethoxy)-benzoate